FC(CN1N=CC=2C1=NC(=NC2)N2CCC1(CC(N(C1)C=1C=NC(=NC1)C(F)(F)F)=O)CC2)F 8-(1-(2,2-difluoroethyl)-1H-pyrazolo[3,4-d]pyrimidin-6-yl)-2-(2-(trifluoromethyl)pyrimidin-5-yl)-2,8-diazaspiro[4.5]decan-3-one